(R)-N-(1-(2,2-dimethylcyclopropyl)-2-oxo-1,2-dihydropyridin-3-yl)-7-isopropoxy-2-(1-methyl-2-oxabicyclo[2.1.1]hex-4-yl)imidazo[1,2-a]pyrimidine-6-carboxamide CC1([C@@H](C1)N1C(C(=CC=C1)NC(=O)C=1C(=NC=2N(C1)C=C(N2)C21COC(C2)(C1)C)OC(C)C)=O)C